Benzyl 4-Ethylbenzoate C(C)C1=CC=C(C(=O)OCC2=CC=CC=C2)C=C1